ClC1=C(C(=CC=C1)F)NC(C1=C(N=C(C(=C1)F)N1N=C(N(C1=O)CC)CO)OC(C)C)=O N-(2-Chloro-6-fluorophenyl)-6-(4-ethyl-3-(hydroxymethyl)-5-oxo-4,5-dihydro-1H-1,2,4-triazol-1-yl)-5-fluoro-2-isopropoxynicotinamide